4-glycidyloxyaniline C(C1CO1)OC1=CC=C(N)C=C1